4-[2-(3-bromopropyl)-6-[3-(3-methylphenyl)-1H-pyrazol-1-yl]pyrimidin-4-yl]morpholine BrCCCC1=NC(=CC(=N1)N1CCOCC1)N1N=C(C=C1)C1=CC(=CC=C1)C